CC=1C=CC=C2C=CC=C(C12)N1CC=2N=C(N=C(C2CC1)N1C[C@@H](NCC1)CC#N)OC[C@H]1N(C(CC1)=O)C 2-[(2S)-4-[7-(8-methyl-1-naphthyl)-2-[[(2S)-1-methyl-5-oxo-pyrrolidin-2-yl]methoxy]-6,8-dihydro-5H-pyrido[3,4-d]pyrimidin-4-yl]piperazin-2-yl]acetonitrile